3-(1-oxo-5-(1-(pyridazin-4-ylmethyl)piperidin-4-yl)isoindolin-2-yl)piperidine-2,6-dione O=C1N(CC2=CC(=CC=C12)C1CCN(CC1)CC1=CN=NC=C1)C1C(NC(CC1)=O)=O